C(CC#C)C1(N=N1)CCC(=O)N(C)C1CN(C1)C=1C=CC=2N(N1)C(=NN2)C(C)(C)C 3-(3-(but-3-yn-1-yl)-3H-diazirin-3-yl)-N-(1-(3-(tert-butyl)-[1,2,4]triazolo[4,3-b]pyridazin-6-yl)azetidin-3-yl)-N-methylpropanamide